C(#N)C=1C=NC=2N(C1)N=CC2C(=O)NC2=CC1=CN(N=C1C=C2)C2CCC(CC2)CN2CCC(CC2)C2=CC=C1C(=CN=CC1=C2)N2C(NC(CC2)=O)=O 6-Cyano-N-[2-[4-[[4-[4-(2,4-dioxohexahydropyrimidin-1-yl)-7-isoquinolyl]-1-piperidyl]methyl]cyclohexyl]indazol-5-yl]pyrazolo[1,5-a]pyrimidine-3-carboxamide